ethyl 4-((4-(4-(1-((2-(2,6-dioxopiperidin-3-yl)-1,3-dioxoisoindolin-4-yl)oxy)-2-oxo-6,9,12,15,18-pentaoxa-3-azahenicosan-21-amido)phenyl)thiazol-2-yl)amino)-2-hydroxybenzoate O=C1NC(CCC1N1C(C2=CC=CC(=C2C1=O)OCC(NCCOCCOCCOCCOCCOCCC(=O)NC1=CC=C(C=C1)C=1N=C(SC1)NC1=CC(=C(C(=O)OCC)C=C1)O)=O)=O)=O